di-tert-butyl ((2R,4S)-2-fluoro-5-hydroxypentane-1,4-diyl)dicarbamate F[C@@H](CNC(OC(C)(C)C)=O)C[C@@H](CO)NC(OC(C)(C)C)=O